4-((R)-2-((R)-2,2,2-trifluoro-1-hydroxyethyl)pyrrolidin-1-yl)-2-(trifluoromethyl)benzonitrile FC([C@H](O)[C@@H]1N(CCC1)C1=CC(=C(C#N)C=C1)C(F)(F)F)(F)F